(R)-2-chloro-1-(2,5-dimethoxyphenyl)ethan-1-ol ClC[C@H](O)C1=C(C=CC(=C1)OC)OC